9-hydroxy-5-methyl-4-thia-2,12-diazatricyclo[7.3.0.03,7]dodeca-1,3(7),5-triene-8-one OC12C(C=3C=C(SC3N=C2NCC1)C)=O